C(C)OC[C@@]1(C[C@H]2CC[C@H]3[C@@H]4CCC[C@@H]([C@]4(CC[C@@H]3[C@H]2CC1)C)C(=O)N1[C@H](CCCC1)C)O ((1S,4aS,4bR,6aR,8R,10aS,10bR,12aS)-8-(ethoxymethyl)-8-hydroxy-12a-methyloctadecahydrochrysen-1-yl)((S)-2-methylpiperidin-1-yl)methanone